(S)-1-(oxetan-2-ylmethyl)-2-(((4-(6-(quinolin-4-ylmethoxy)pyridin-2-yl))piperidin-1-yl)methyl)-1H-benzo[d]imidazole-6-carboxylic acid tert-butyl ester C(C)(C)(C)OC(=O)C=1C=CC2=C(N(C(=N2)CN2CCC(CC2)C2=NC(=CC=C2)OCC2=CC=NC3=CC=CC=C23)C[C@H]2OCC2)C1